(S)-6-(2,6-dimethylpyrimidin-4-yl)-N-(4-(ethylsulfonyl)benzyl)-6-methyl-5-oxo-5,6,7,8-tetrahydroquinoline-2-carboxamide CC1=NC(=CC(=N1)[C@]1(C(C=2C=CC(=NC2CC1)C(=O)NCC1=CC=C(C=C1)S(=O)(=O)CC)=O)C)C